α-methyl-β-cyclohexyl-L-alanine C[C@](N)(CC1CCCCC1)C(=O)O